tripropoxyglycidoxyethyl-silane C(CC)O[Si](CCOCC1CO1)(OCCC)OCCC